C(C)OP(OCC)(=O)CS(NCC1=CC=C(C=C1)OC)(=O)=O diethyl(N-(4-methoxybenzyl)sulfamoyl)methylphosphonate